CCCC(CCCCCCCC)S 4-dodecylmercaptan